1-(4-(8-chloropyrido[3,4-d]pyrimidin-2-ylamino)-3-methoxyphenyl)(3-methoxyazetidin-1-yl)methanone ClC1=NC=CC2=C1N=C(N=C2)NC2=C(C=C(C=C2)C(=O)N2CC(C2)OC)OC